2-(azepan-1-yl)ethyl (S)-6-diazo-2-((S)-2-methoxypropanamido)-5-oxohexanoate [N+](=[N-])=CC(CC[C@@H](C(=O)OCCN1CCCCCC1)NC([C@H](C)OC)=O)=O